FC=1C=C(C=NC1C)C1=CC(=NC2=C(N=CC=C12)C1=CC=NN1)N1[C@@H](COCC1)C 4-(5-fluoro-6-methylpyridin-3-yl)-2-[(3R)-3-methylmorpholin-4-yl]-8-(1H-pyrazol-5-yl)-1,7-naphthyridine